neodecanoic acid-tertiary-butyl-peroxyester C(C)(C)(C)OOOC(CCCCCC(C)(C)C)=O